CC1=CC=C(C=C1)S(=O)(=O)OCC#CCO[Si](C)(C)C(C)(C)C 4-[(tert-Butyldimethylsilyl)oxy]but-2-yn-1-yl 4-methylbenzene-1-sulfonate